[2H]C(N(C(=O)C1CCC(CC1)O)C1=NC=CC(=C1)C)C1=CC=C(C=C1)C=1C=NC(=CC1)OC N-(Deutero(4-(6-methoxypyridin-3-yl)phenyl)methyl)-4-hydroxy-N-(4-methylpyridin-2-yl)cyclohexanecarboxamide